tert-butyl (1-(4-bromo-1-methyl-1H-1,2,3-triazol-5-yl)ethyl)(methyl)carbamate BrC=1N=NN(C1C(C)N(C(OC(C)(C)C)=O)C)C